(4-bromo-1-ethoxy-2,2-difluorobutoxy)triethylsilane BrCCC(C(O[Si](CC)(CC)CC)OCC)(F)F